(2E)-trans-cyclooctene C/1=C\CCCCCC1